[Br-].C[N+](CC(C)NC(C=C)=O)(CCCCCCCCCCCCCC)C dimethyltetradecyl-(2-acrylamidopropyl)ammonium bromide